4-amino-7-fluoro-1-methyl-N-(thiazol-4-ylmethyl)-N-(6-(trifluoromethyl)-2,3-dihydrobenzofuran-3-yl)-1H-pyrazolo[4,3-c]quinolin-8-carboxamide NC1=NC=2C=C(C(=CC2C2=C1C=NN2C)C(=O)N(C2COC1=C2C=CC(=C1)C(F)(F)F)CC=1N=CSC1)F